vinyltriethoxysilane C(=C)[Si](OCC)(OCC)OCC